6-(4-(N-2-aminobenzoyl)aminophenyl)hexanoic acid NC1=C(C(=O)NC2=CC=C(C=C2)CCCCCC(=O)O)C=CC=C1